(5s,8s)-N-((4-(2,4-dichlorophenyl)tetrahydro-2H-pyran-4-yl)methyl)-5-fluoro-8-hydroxy-8-(hydroxymethyl)-5,6,7,8-tetrahydroquinoline-5-carboxamide ClC1=C(C=CC(=C1)Cl)C1(CCOCC1)CNC(=O)[C@]1(C=2C=CC=NC2[C@@](CC1)(CO)O)F